O.S(=O)(=O)(O)O.P(=O)(=O)[Li] phospholithium sulfate salt hydrate